COC1=C(OC(C(O)C=2C=C(C3=C([C@H]([C@@H](O3)C3=CC(=C(C=C3)OC)OC)CO)C2)OC)CO)C(=CC=C1)OC |o1:13,14| 2-(2,6-dimethoxyphenoxy)-1-[(2R*,3S*)-2-(3,4-dimethoxyphenyl)-3-(hydroxymethyl)-7-methoxy-2,3-dihydro-1-benzofuran-5-yl]-propaan-1,3-diol